N1C=CC2=CC=C(C=C12)C1=C(C=C(N=N1)N)C 6-(1H-indol-6-yl)-5-methyl-pyridazin-3-amine